2-{1-[N-methyl-5-(5-fluoro-4-methyl-1H-indole-2-carbonyl)-2H,4H,5H,6H,7H-pyrazolo[4,3-c]pyridine-3-amido]cyclopropyl}pyrimidine-5-carboxylic acid CN(C(=O)C=1NN=C2C1CN(CC2)C(=O)C=2NC1=CC=C(C(=C1C2)C)F)C2(CC2)C2=NC=C(C=N2)C(=O)O